3-(6-chloropyrimidin-4-yl)-6-(trifluoromethyl)imidazo[1,2-b]pyridazine ClC1=CC(=NC=N1)C1=CN=C2N1N=C(C=C2)C(F)(F)F